(3-acetoxy-4-methoxypyridinoyl)-L-alanine (2S,3S)-3-phenylbutan-2-yl ester C1(=CC=CC=C1)[C@@H]([C@H](C)OC([C@@H](NC(=O)C1=NC=CC(=C1OC(C)=O)OC)C)=O)C